(3S)-3-[9H-fluoren-9-ylmethoxycarbonyl(methyl)amino]-4-methyl-pentanoic acid C1=CC=CC=2C3=CC=CC=C3C(C12)COC(=O)N([C@@H](CC(=O)O)C(C)C)C